4-((3aS,4R,6aR)-4-((1-(isopropoxycarbonyloxy)ethoxy)carbonyl)octahydropyrrolo[3,4-b]pyrrol-4-yl)butylboronic acid dihydrochloride Cl.Cl.C(C)(C)OC(=O)OC(C)OC(=O)[C@@]1(NC[C@@H]2NCC[C@@H]21)CCCCB(O)O